(3-chloro-4-(6-(1-methylcyclopropoxy)-9-((4-methylpyridin-2-yl)methyl)-9H-purin-8-yl)phenyl)(4-fluoropiperidin-1-yl)methanone ClC=1C=C(C=CC1C=1N(C2=NC=NC(=C2N1)OC1(CC1)C)CC1=NC=CC(=C1)C)C(=O)N1CCC(CC1)F